5-[2,8-dimethylimidazo[1,2-b]pyridazin-6-yl]-1-(piperidin-4-yl)quinolin-2-one CC=1N=C2N(N=C(C=C2C)C2=C3C=CC(N(C3=CC=C2)C2CCNCC2)=O)C1